CN(C=1C(=NC=C(C1)B1OC(C(O1)(C)C)(C)C)C(=O)OC(C)(C)C)C tert-butyl 3-(dimethylamino)-5-(4,4,5,5-tetramethyl-1,3,2-dioxaborolan-2-yl)picolinate